CC1([C@H]2CC[C@@H]([C@@H]1C2)CC(C=O)C)C 3-((1S,2R,5S)-6,6-dimethylbicyclo[3.1.1]Hept-2-yl)-2-methylpropionaldehyde